F[C@H]1C[C@H](N(C1)C(=O)OC(C)(C)C)CO Tert-Butyl (2S,4S)-4-fluoro-2-(hydroxymethyl)pyrrolidine-1-carboxylate